O1CCC(C2=CC=CC=C12)C(=O)N chroman-4-carboxamide